C(C)(=O)N1CCC(CC1)NCC=1C(=C(C=CC1)NC=1C(=C(C=CC1)C1=C(C(=NC=C1)C1=CC(=C(CNC[C@H]2CCC(N2)=O)C=C1)OC)Cl)Cl)OC (R)-5-(((4-(4-(3-((3-(((1-acetylpiperidin-4-yl)amino)methyl)-2-methoxyphenyl)amino)-2-chlorophenyl)-3-chloropyridin-2-yl)-2-methoxybenzyl)amino)methyl)pyrrolidin-2-one